3-(2-((isobutoxycarbonyl)oxy)-2,2-diphenylacetoxy)spiro[bicyclo[3.2.1]octane-8,1'-pyrrolidin]-8-ium chloride [Cl-].C(C(C)C)OC(=O)OC(C(=O)OC1CC2CCC(C1)[N+]21CCCC1)(C1=CC=CC=C1)C1=CC=CC=C1